C(CC)[Si]1(O[SiH](O[SiH](O[SiH](O1)C)C)C)C 6-propyl-2,4,6,8-tetramethylcyclotetrasiloxane